C(#N)C1=C(C=C(C=N1)NC(C(C(=O)O)(C)O)=O)SC 3-[(6-cyano-5-methylthiopyridin-3-yl)amino]-2-hydroxy-2-methyl-3-oxo-propionic acid